piperidin-4-yl 4-(3-{4-chloro-3-cyclopropyl-1H-pyrrolo[2,3-b]pyridin-3-yl} phenyl)-3-oxopiperazine-1-carboxylate ClC1=C2C(=NC=C1)NCC2(C2CC2)C=2C=C(C=CC2)N2C(CN(CC2)C(=O)OC2CCNCC2)=O